FC(C(=O)O)(F)F.ClC1=C(C=C(C=C1)C1(CNC1)OC)F 3-(4-chloro-3-fluorophenyl)-3-methoxyazetidine trifluoroacetate